(R)-6-chloro-3-(1-(3,6-dimethyl-2-(1-methyl-1H-imidazol-5-yl)-4-oxo-3,4-dihydroquinazolin-8-yl)ethylamino)picolinic acid ClC1=CC=C(C(=N1)C(=O)O)N[C@H](C)C=1C=C(C=C2C(N(C(=NC12)C1=CN=CN1C)C)=O)C